OCC1=CC=NN1C1=NN=C(S1)NC(=O)C=1OC(C(=C(C1)I)OC)=O N-{5-[5-(hydroxymethyl)pyrazol-1-yl]-1,3,4-thiadiazol-2-yl}-4-iodo-5-methoxy-6-oxopyran-2-carboxamide